C(C1=CC=CC=C1)OC1CC(C1)=CC(=O)OCC Ethyl 2-(3-Benzyloxycyclobutylidene)acetate